C[C@@H]1CN(CCC1)CN1C(C2=CC=CC(=C2C1)C(F)(F)F)=O {[(3S)-3-methylpiperidin-1-yl]methyl}-4-(trifluoromethyl)-2,3-dihydro-1H-isoindol-1-one